α-formyloxyisobutyric acid C(=O)OC(C(=O)O)(C)C